(3,5-difluorophenyl)-N4-isopropyl-1,3,5-triazine-2,4-diamine FC=1C=C(C=C(C1)F)C1=NC(=NC(=N1)N)NC(C)C